BrC1=C(C=C2C(=C(C(=NC2=C1F)SC)I)NC1[C@H]2CN([C@@H]1C2)C(=O)OC(C)(C)C)CCC#N tert-butyl (1R,4R)-5-((7-bromo-6-(2-cyanoethyl)-8-fluoro-3-iodo-2-(methylthio)quinolin-4-yl)amino)-2-azabicyclo[2.1.1]hexane-2-carboxylate